[(3S)-5-oxo-1-(trideuteriomethyl)pyrrolidin-3-yl]4-[3-[2-(cyclopropoxy)-3-pyridyl]-6-fluoro-pyrazolo[1,5-a]pyrimidin-5-yl]piperazine-1-carboxylate O=C1C[C@@H](CN1C([2H])([2H])[2H])OC(=O)N1CCN(CC1)C1=NC=2N(C=C1F)N=CC2C=2C(=NC=CC2)OC2CC2